(3R,6S,9aS)-1-((E)-3-(4-(5-hydroxypent-1-yn-1-yl)thiazol-2-yl)acryloyl)-3-isobutyl-8-(1-isopropylpiperidin-4-yl)-6-neopentyltetrahydropyrazino[2,1-c][1,2,4]oxadiazine-4,7(3H,6H)-dione OCCCC#CC=1N=C(SC1)/C=C/C(=O)N1O[C@@H](C(N2[C@@H]1CN(C([C@@H]2CC(C)(C)C)=O)C2CCN(CC2)C(C)C)=O)CC(C)C